COC1=CC=C(C=C1)N1C(=NOC1(C)C)C1[C@H]2CN(C[C@@H]12)C(=O)OC(C)(C)C tert-butyl (1R,5S,6r)-6-[4-(4-methoxyphenyl)-5,5-dimethyl-4,5-dihydro-1,2,4-oxadiazol-3-yl]-3-azabicyclo[3.1.0]hexane-3-carboxylate